4-(2-(2-(5,8-dimethyl-[1,2,4]triazolo[1,5-a]pyrazin-2-yl)vinyl)-6-(pyrrolidin-1-yl)pyrimidin-4-yl)morpholine CC1=CN=C(C=2N1N=C(N2)C=CC2=NC(=CC(=N2)N2CCOCC2)N2CCCC2)C